(E)-2-(4-(4-(diphenylamino)styryl)pyridin-2-yl)quinazolin-4(3H)-one C1(=CC=CC=C1)N(C1=CC=C(/C=C/C2=CC(=NC=C2)C2=NC3=CC=CC=C3C(N2)=O)C=C1)C1=CC=CC=C1